C(C)NS(=O)(=O)C(C(C(C(C(C(C(C(F)(F)F)(F)F)(F)F)(F)F)(F)F)(F)F)(F)F)(F)F N-ethylperfluoro-1-octanesulfonamide